N-methylphenyl-N',N'-diphenylurea CN(C(=O)N(C1=CC=CC=C1)C1=CC=CC=C1)C1=CC=CC=C1